5-chloro-2-(2-(methoxy-d3)-4-(trifluoromethoxy)phenoxy)-N-(2-(methylthio)pyridin-4-yl)-4-(trifluoromethyl)benzamide ClC=1C(=CC(=C(C(=O)NC2=CC(=NC=C2)SC)C1)OC1=C(C=C(C=C1)OC(F)(F)F)OC([2H])([2H])[2H])C(F)(F)F